C(C1=CC=CC=C1)OC([C@@H](N(C)C(N(C)C)=O)C(C)C)=O N-(dimethylcarbamoyl)-N-methyl-L-valine benzyl ester